tert-butyl (1R,3s,5S)-3-(3-(2-hydroxy-4-(1H-imidazol-1-yl)phenyl)pyrido[2,3-c]pyridazin-8(7H)-yl)-8-azabicyclo[3.2.1]octane-8-carboxylate OC1=C(C=CC(=C1)N1C=NC=C1)C1=CC2=C(N=N1)N(CC=C2)C2C[C@H]1CC[C@@H](C2)N1C(=O)OC(C)(C)C